4-(5-((3,4-difluorobenzyl)carbamoyl)thiophen-2-yl)-2-isobutyl-5-(5-methyl-1,3,4-oxadiazol-2-yl)-6-(2-(3-methyl-1H-pyrazol-1-yl)ethyl)nicotinamide FC=1C=C(CNC(=O)C2=CC=C(S2)C2=C(C(=NC(=C2C(=O)N)CC(C)C)CCN2N=C(C=C2)C)C=2OC(=NN2)C)C=CC1F